4-(5-chloro-2-(4-chloro-1H-1,2,3-triazol-1-yl)phenyl)-5-hydroxyfuran-2(5H)-one ClC=1C=CC(=C(C1)C1=CC(OC1O)=O)N1N=NC(=C1)Cl